3,5-di-t-butyl-4-hydroxy-hexadecyl benzoate C(C1=CC=CC=C1)(=O)OCCC(C(C(CCCCCCCCCCC)C(C)(C)C)O)C(C)(C)C